C(C)(C)(C)OC(NCCCCC(CCCCNC(OC(C)(C)C)=O)NC(=O)NCCN(C)C)=O di-tert-butyl(5-(3-(2-(dimethylamino)ethyl)ureido)nonane-1,9-diyl)dicarbamate